tert-Butyl 5-methoxy-4-((2-(4-(methoxycarbonyl)phenyl)-4-(oxazol-2-ylmethyl)piperazin-1-yl)methyl)-7-methyl-1H-indole-1-carboxylate COC=1C(=C2C=CN(C2=C(C1)C)C(=O)OC(C)(C)C)CN1C(CN(CC1)CC=1OC=CN1)C1=CC=C(C=C1)C(=O)OC